COC(=O)C1=C(N(C(=C1)C1=C2C(=NC=C1)N(C=C2)S(=O)(=O)C2=CC=CC=C2)COCC[Si](C)(C)C)C2=CC=CC1=C2SC2=C1C=CC=C2 Methyl-2-(dibenzo[b,d]thiophen-4-yl)-5-[1-(phenylsulfonyl)-1H-pyrrolo[2,3-b]pyridin-4-yl]-1-{[2-(trimethylsilyl) ethoxy]methyl}-1H-pyrrole-3-carboxylate